(4-((5-(1,6-dimethyl-1H-pyrazolo[3,4-B]pyridin-4-yl)-3-methyl-4,5,6,7-tetrahydro-1H-pyrazolo[4,3-C]pyridin-1-yl)methyl)bicyclo[2.2.2]oct-1-yl)carbamic acid tert-butyl ester C(C)(C)(C)OC(NC12CCC(CC1)(CC2)CN2N=C(C=1CN(CCC12)C1=C2C(=NC(=C1)C)N(N=C2)C)C)=O